C(C)(C)(C)OC(=O)N1[C@H]2C[C@H]2[C@H](C1)\C=C(/C(=O)OC)\NC(=O)OC(C)(C)C (1S,4S,5S)-4-((E)-2-((tert-butyloxycarbonyl)amino)-3-methoxy-3-oxopropen-1-yl)-2-azabicyclo[3.1.0]hexane-2-carboxylic acid tert-butyl ester